C(C)(C)(C)OC(=O)C1=CN=CN1 imidazole-5(1H)-carboxylic acid tert-butyl ester